(R)-(1-(4-Fluorophenyl)-6-((1-methyl-1H-pyrazol-4-yl)sulfonyl)-4,4a,5,6,7,8-hexahydro-1H-pyrazolo[3,4-g]isoquinolin-4a-yl)(4-(trifluoromethyl)pyridin-2-yl)methanone FC1=CC=C(C=C1)N1N=CC2=C1C=C1CCN(C[C@]1(C2)C(=O)C2=NC=CC(=C2)C(F)(F)F)S(=O)(=O)C=2C=NN(C2)C